FC1=CC=C(C=C1)C(CN1CCN(CC1)C(=O)C1=NN(C(=C1)C=1OC=CC1)C)=O 1-(4-Fluoro-phenyl)-2-[4-(5-furan-2-yl-1-methyl-1H-pyrazole-3-carbonyl)-piperazin-1-yl]-ethanone